2,4-dimethyl-4-(selenocyanatomethyl)isoquinoline-1,3(2H,4H)-dione CN1C(C2=CC=CC=C2C(C1=O)(C[Se]C#N)C)=O